N-(7,8-Dichloro-6-(difluoromethyl)-1-methyl-2-oxo-1,2,3,4,5,6-hexahydroazepino[4,5-b]indol-10-yl)-2-hydroxyacetamide ClC1=C(C=C(C=2C3=C(N(C12)C(F)F)CCNC(C3C)=O)NC(CO)=O)Cl